epoxy-bisphenol A OC=1C2=C(C(=CC1)C(C)(C)C1=CC=C(C=C1)O)O2